5-iodotryptamine IC1=CC=C2NC=C(CCN)C2=C1